CC1=CC=CC(=N1)C1=C(C=NN1)C=1C=C2C=C(C=NC2=CC1)O 6-[5-(6-methyl-2-pyridyl)-1H-pyrazol-4-yl]quinolin-3-ol